FC1=CC=CC2=C1C(=C(O2)C(C(C)C)N)C 1-(4-fluoro-3-methylbenzofuran-2-yl)-2-methylpropan-1-amine